C(C)(C)N1N=CC(=C1)C1=C(C=2C(=NC=C3C2C2(C(N3C)=O)CCNCCC2)N1S(=O)(=O)C1=CC=CC=C1)C=1C=C2C=NN(C2=CC1)C 2'-(1-isopropyl-1H-pyrazol-4-yl)-6'-methyl-1'-(1-methyl-1H-indazol-5-yl)-3'-(phenylsulfonyl)-3',6'-dihydro-7'H-spiro[azepane-4,8'-dipyrrolo[2,3-b:3',2'-d]pyridin]-7'-one